1-phenyl-3-(4-trifluoromethoxyphenyl)-1-propanone C1(=CC=CC=C1)C(CCC1=CC=C(C=C1)OC(F)(F)F)=O